6-bromo-3-methyl-2-(oxan-4-yl)indazole BrC=1C=CC2=C(N(N=C2C1)C1CCOCC1)C